(3ar,5s,6as)-4-({2-[(3-cyclopropyl-1,2,4-oxadiazol-5-yl)-carbamoyl]-hexahydrocyclopenta[c]pyrrol-5-yl}-methyl-amino)-1H-pyrrolo[2,3-b]pyridine-5-carbonitrile C1(CC1)C1=NOC(=N1)NC(=O)N1C[C@@H]2[C@H](C1)CC(C2)N(C2=C1C(=NC=C2C#N)NC=C1)C